N1C=CC2=C(C=CC=C12)C1=NN(C=C1)C1=NC(=NC(=C1)N1CCOCC1)[C@H](CO)OC (R)-2-(4-(3-(1H-indol-4-yl)-1H-pyrazol-1-yl)-6-morpholinopyrimidin-2-yl)-2-methoxyethan-1-ol